N1C[C@@H](CC1)NCC1=COC2=C1C=C(C(=C2)C2=CC=C(C=C2)C)C2=CC=C(C#N)C=C2 (R)-4-(3-((pyrrolidin-3-ylamino)methyl)-6-(p-tolyl)benzofuran-5-yl)benzonitrile